[Na+].[Na+].C(CC(=O)C)(=O)[O-].CNCC(=O)O.C(CC(=O)C)(=O)[O-] methylglycine acetoacetate disodium salt